OC1CC2(CC(C2)NC(OCC2=CC=CC=C2)=O)C1 benzyl ((2S,4s,6S)-6-hydroxyspiro[3.3]heptan-2-yl)carbamate